Tert-butyl (12aR)-10-chloro-9-(4-chloro-1-methoxy-7-methylisoquinolin-8-yl)-8-fluoro-3,4,12,12a-tetrahydro-6H-pyrazino[2,1-c][1,4]benzoxazepine-2(1H)-carboxylate ClC1=C(C(=CC=2CN3[C@@H](COC21)CN(CC3)C(=O)OC(C)(C)C)F)C=3C(=CC=C2C(=CN=C(C32)OC)Cl)C